N-methylcarbamic acid phenyl ester C1(=CC=CC=C1)OC(NC)=O